[Li+].[Si](C)(C)(C(C)(C)C)OCCN1[C@@H](C[C@H](C1=O)F)C(=O)[O-] (2S,4R)-1-(2-((tert-butyldimethylsilyl)oxy)ethyl)-4-fluoro-5-oxopyrrolidine-2-carboxylic acid, lithium salt